CN1CCC(CC1)N1N=CC2=CC(=CC=C12)C(=O)N 1-(1-methylpiperidin-4-yl)-1H-indazole-5-carboxamide